epsilon-Cbzlysine C(=O)(OCC1=CC=CC=C1)C(CCC[C@H](N)C(=O)O)N